1-bromo-2-methyl-4-(trifluoromethylthio)benzene Dimethyl-2-(1-(2-(tert-butyl)-1H-pyrrol-1-yl)cyclopentane-1-carbonyl)malonate COC(C(C(=O)OC)C(=O)C1(CCCC1)N1C(=CC=C1)C(C)(C)C)=O.BrC1=C(C=C(C=C1)SC(F)(F)F)C